C(C)(C)NC1=NC2=CC(=CC=C2C=C1)O 2-(isopropylamino)quinolin-7-ol